Ammonium acryloylAmmonium C(C=C)(=O)[NH3+].[NH4+]